Cl.COC(=O)C=1C=C(C2=C(N(C(=N2)CCl)C[C@H]2OCC2)C1)C methyl-(S)-2-(chloromethyl)-1-(oxetan-2-ylmethyl)-1H-benzo[d]imidazole-6-carboxylic acid methyl ester hydrochloride